aminopropyl-aminopropyl-dimethyl-ethoxysilane sodium [Na].NCCCC(C)O[Si](C)(C)CCCN